4-(1-(3-((1H-imidazo[4,5-b]pyridin-2-yl)amino)-4-methylbenzoyl)piperidin-4-yl)benzonitrile N1C(=NC2=NC=CC=C21)NC=2C=C(C(=O)N1CCC(CC1)C1=CC=C(C#N)C=C1)C=CC2C